COC1=NN(C2=NC(=CN=C21)N2CCC1(CCN(C1)C=1C=NC(=CC1)C(F)(F)F)CC2)C2OCCCC2 8-(3-methoxy-1-(tetrahydro-2H-pyran-2-yl)-1H-pyrazolo[3,4-b]pyrazin-6-yl)-2-(6-(trifluoromethyl)pyridin-3-yl)-2,8-diazaspiro[4.5]decane